FC1=C(C=CC(=C1)F)[C@H](CC1=NC(=NC(=N1)N[C@@H](CO)CC(C)C)NS(=O)(=O)C)C |o1:8| N-(4-((S*)-2-(2,4-Difluorophenyl)propyl)-6-(((R)-1-hydroxy-4-methylpentan-2-yl)amino)-1,3,5-triazin-2-yl)methanesulfonamide